C(C=CCCCCCCCCCC=CCCCC)O 2,13-octadecadien-1-ol